C1(=CC=CC=C1)S(=O)(=O)OCCCCCCCCCCCCCCCCCCCCCC.[Na] sodium behenyl benzenesulfonate